10-acryloxydecyltriethoxy(methoxy)silane tert-butyl-3-amino-1H-pyrazole-1-carboxylate C(C)(C)(C)OC(=O)N1N=C(C=C1)N.C(C=C)(=O)OCCCCCCCCCCC(C)O[Si](OC)(OCC)OCC